ClC=1C=C(CCNC[C@](COC2=CC=C(C=C2)N(S(=O)=O)C)(C)O)C=CC1 (S)-N-(4-(3-((3-chlorophenethyl)amino)-2-hydroxy-2-methylpropyloxy)phenyl)-N-methylsulfonamide